tert-butyl 3-hydroxy-3-(2-trimethylsilylethynyl)azetidine-1-carboxylate OC1(CN(C1)C(=O)OC(C)(C)C)C#C[Si](C)(C)C